COC=1C=C(C(=O)NC)C=CC1NCC#CC=1N(C2=CC=CC(=C2C1)NC1CCC(CC1)N1CCC(CC1)C(F)(F)F)CC(F)(F)F 3-methoxy-N-methyl-4-{[3-(4-{[(1R,4R)-4-[4-(trifluoromethyl)piperidin-1-yl]cyclohexyl]amino}-1-(2,2,2-trifluoroethyl)-1H-indol-2-yl)prop-2-yn-1-yl]amino}benzamide